(S)-2-(1-Isopropyl-3,7-dimethyl-4-oxo-1,4-dihydro-5H-pyrazolo[3,4-d]pyridazin-5-yl)-N-(1-(4-methoxyphenyl)ethyl)acetamid C(C)(C)N1N=C(C2=C1C(=NN(C2=O)CC(=O)N[C@@H](C)C2=CC=C(C=C2)OC)C)C